7-(6-Methoxypyridin-3-yl)-5-methyl-6-oxo-8-(4-(4-(trifluoromethoxy)phenoxy)piperidin-1-yl)-5,6-dihydro-1,5-naphthyridine-2-carbonitrile COC1=CC=C(C=N1)C=1C(N(C=2C=CC(=NC2C1N1CCC(CC1)OC1=CC=C(C=C1)OC(F)(F)F)C#N)C)=O